BrC=1C2=CN(N=C2C=CC1)CCN1[C@@H]2[C@H](OCC1)CNC2 (4aS,7aR)-4-[2-(4-bromoindazol-2-yl)ethyl]-3,4a,5,6,7,7a-hexahydro-2H-pyrrolo[3,4-b][1,4]oxazine